[Si](C)(C)(C(C)(C)C)C1=C(N=C(S1)S(=O)(=O)N)CO[Si](C)(C)C(C)(C)C (tert-Butyldimethylsilyl)-4-((tert-Butyldimethylsilyloxy)methyl)thiazole-2-sulfonamide